3-N-methylbenzene-1,2,3-triamine CNC=1C(=C(C=CC1)N)N